C(C)(=O)O.[N+](=O)([O-])C1=CC=C(N)C=C1 4-nitroaniline acetate